O1C=C(C2=C1C=CC=C2)OC(=O)C=2C=NC=NC2 (benzofuran-3-yl)pyrimidine-5-carboxylate